3-(2-hydroxy-hexadecyl)aminophenylboronic acid OC(CNC=1C=C(C=CC1)B(O)O)CCCCCCCCCCCCCC